C(C1=CC=CC=C1)(=O)OC(C(CC)C)OC(C1=CC=CC=C1)=O 2,3-dimethyl-propanediol dibenzoate